C(C)C(COC(C1=C(C=CC=C1)O)=O)CCCC 2-ethylhexyl-2-hydroxybenzoate